4-methyl-1-(4-morpholino-2-(4-phenyl-1H-pyrazol-1-yl)pyrido[3,2-d]pyrimidin-7-yl)piperazin-2-one CN1CC(N(CC1)C1=CC=2N=C(N=C(C2N=C1)N1CCOCC1)N1N=CC(=C1)C1=CC=CC=C1)=O